6-(3-(((1R,2S,3S,5S)-2-fluoro-1,5-dimethyl-8-azabicyclo[3.2.1]octan-3-yl)(methyl)amino)-1,2,4-triazin-6-yl)isoquinolin-7-ol F[C@@H]1[C@]2(CC[C@@](C[C@@H]1N(C=1N=NC(=CN1)C=1C=C3C=CN=CC3=CC1O)C)(N2)C)C